1-octylnonyl 8-{(2-hydroxyethyl)[7-(9-methyldecyl oxycarbonyl)heptyl]amino}octanoate OCCN(CCCCCCCC(=O)OC(CCCCCCCC)CCCCCCCC)CCCCCCCC(=O)OCCCCCCCCC(C)C